FC=1C=CC(=C2C=CC=NC12)C1=CNC2=NC(=CN=C21)N2C[C@@H]1[C@]([C@@H]1CC2)(C2=NOC(=C2)C)CN ((1S,6R,7S)-3-(7-(8-fluoroquinolin-5-yl)-5H-pyrrolo[2,3-b]pyrazin-3-yl)-7-(5-methylisoxazol-3-yl)-3-azabicyclo[4.1.0]heptan-7-yl)methanamine